N-(4-cyclobutyl-3-(3,3-dimethoxycyclobutyl)-1-methyl-1H-pyrazol-5-yl)-3,3-difluorocyclobutane-1-carboxamide C1(CCC1)C=1C(=NN(C1NC(=O)C1CC(C1)(F)F)C)C1CC(C1)(OC)OC